3-methacryloxy-2-hydroxypropyl acrylate C(C=C)(=O)OCC(COC(C(=C)C)=O)O